ClC=1C=CC(=C(C1)NC(C(=O)O)=O)N1N=CN=C1 2-((5-chloro-2-(1H-1,2,4-triazol-1-yl)phenyl)amino)-2-oxoacetic acid